tert-butyl (2S)-2-{[(1S)-1-cyano-2-[2-(3-methyl-2-oxo-1,3-benzoxazol-5-yl)-1-benzothiophen-5-yl]ethyl]carbamoyl}-1,4-oxazepane-4-carboxylate C(#N)[C@H](CC=1C=CC2=C(C=C(S2)C=2C=CC3=C(N(C(O3)=O)C)C2)C1)NC(=O)[C@H]1OCCCN(C1)C(=O)OC(C)(C)C